NC1=NC2=CC=C(C=C2C=C1C)C(=O)N(N(C1=NC=CC=N1)C1CC1)CC1=NC=C(C=C1)C1=C(N=CS1)C(F)F 2-amino-N'-cyclopropyl-N-((5-(4-(difluoromethyl)thiazol-5-yl)pyridin-2-yl)methyl)-3-methyl-N'-(pyrimidin-2-yl)quinoline-6-carbohydrazide